C(C)(C)(C)OC(=O)N1CCC(CC1)NC=1C=NC2=CC=C(C=C2C1)OC 4-((6-Methoxyquinolin-3-yl)amino)piperidine-1-carboxylic acid tert-butyl ester